(5-bromo-4-(trifluoromethyl)pyridin-2-yl)methanol BrC=1C(=CC(=NC1)CO)C(F)(F)F